(1r,3r)-3-(4-(2-(4-((6-(1H-1,2,3-Triazol-1-yl)pyridin-3-yl)oxy)phenyl)propan-2-yl)phenoxy)cyclobutylamine N1(N=NC=C1)C1=CC=C(C=N1)OC1=CC=C(C=C1)C(C)(C)C1=CC=C(OC2CC(C2)N)C=C1